C(CC)N(C=1C(C=C(C(C1)=O)N(CCC)CCC)=O)CCC 2,5-bis(dipropylamino)-1,4-benzoquinone